5-(1,1,2,2,2-pentafluoroethyl)-2-propyl-3-[[4-[2-(2H-tetrazol-5-yl)phenyl]phenyl]methyl]imidazole-4-carboxylic acid FC(C(F)(F)F)(F)C1=C(N(C(=N1)CCC)CC1=CC=C(C=C1)C1=C(C=CC=C1)C=1N=NNN1)C(=O)O